3,3',5'-triiodo-L-thyronine IC=1C=C(C[C@H](N)C(=O)O)C=CC1OC1=CC(=C(C(=C1)I)O)I